BrC1=NC(=CC(=C1)C(F)F)[C@]1(COCC1)OC (R)-2-bromo-4-(difluoromethyl)-6-(3-methoxytetrahydrofuran-3-yl)pyridine